N-stearyl-propylenediamine C(CCCCCCCCCCCCCCCCC)NCC(C)N